CN(C)CC1COC=2C(=NC=C(C2)N)O1 3-((dimethylamino)methyl)-2,3-dihydro-[1,4]dioxino[2,3-b]pyridin-7-amine